2-(8-fluoro-2-methyl-6-(4,4,5,5-tetramethyl-1,3,2-dioxaborolan-2-yl)quinolin-3-yl)propan-2-ol FC=1C=C(C=C2C=C(C(=NC12)C)C(C)(C)O)B1OC(C(O1)(C)C)(C)C